NC1=C(C=2C(=NN3C2CCCC3)N1C1=C(C(=CC=C1C)OC)C)C#N 2-Amino-1-(3-methoxy-2,6-dimethylphenyl)-4,5,6,7-tetrahydro-1H-pyrrolo[2',3':3,4]pyrazolo[1,5-a]pyridine-3-carbonitrile